C(N)(O[C@H](C(=O)[C@@]1(OC1)C)C(C1=CCCC1)C(C)(C)C)=O tert-butyl-((S)-3-(cyclopent-1-en-1-yl)-1-((R)-2-methyl-oxiran-2-yl)-1-oxopropan-2-yl) carbamate